C1(=CC=CC=C1)C1=CC2=C(OC3=C2C=CC=C3)C(=C1)C1=CC=CC=C1 2,4-diphenyldibenzo[b,d]furan